5,15-bis(3,5-dicarboxylatophenyl)-10,20-diphenylporphyrin C(=O)([O-])C=1C=C(C=C(C1)C(=O)[O-])C=1C2=CC=C(N2)C(=C2C=CC(C(=C3C=CC(=C(C=4C=CC1N4)C4=CC=CC=C4)N3)C3=CC(=CC(=C3)C(=O)[O-])C(=O)[O-])=N2)C2=CC=CC=C2